C(CCC(=O)O)(=O)OC Mono-Methyl hydrogen succinate